1-[(2,2-dimethylpropanoyl)oxy]ethyl piperidine-1-carboxylate N1(CCCCC1)C(=O)OC(C)OC(C(C)(C)C)=O